Ethyl 2-{[(2,6-dimethyl-phenyl)carbamoyl]oxy}-acetate CC1=C(C(=CC=C1)C)NC(=O)OCC(=O)OCC